3-((tert-butyldimethylsilyl)oxy)-2,6,6,9-tetramethyl-6H-benzo[c]chromen-8-yl trifluoromethanesulfonate FC(S(=O)(=O)OC=1C(=CC2=C(C(OC3=CC(=C(C=C23)C)O[Si](C)(C)C(C)(C)C)(C)C)C1)C)(F)F